2-(1-isopropyl-4-methyl-1H-pyrazol-5-yl)-6,7-dihydropyrazolo[1,5-a]pyrimidine C(C)(C)N1N=CC(=C1C1=NN2C(N=CCC2)=C1)C